O1C(=NC2C1CC=1C=CC=CC12)C1N(C=CC2=CC=CC=C12)O (3a,8a-dihydro-8H-indeno[1,2-d]Oxazol-2-yl)isoquinolin-2(1H)-ol